3-(2,4-difluorophenyl)-2-phenyl-2H-indazole FC1=C(C=CC(=C1)F)C=1N(N=C2C=CC=CC12)C1=CC=CC=C1